monosodium-iron salt [Fe].[Na]